C(C=C)[C@@H]1[C@@H]2CC[C@H](CN1C(=O)OCC1=CC=CC=C1)N2C(=O)OC(C)(C)C 3-benzyl 8-tert-butyl (1S,2R,5R)-2-(prop-2-en-1-yl)-3,8-diazabicyclo[3.2.1]octane-3,8-dicarboxylate